C1=NC=CC=2CCCC(C12)O 5,6,7,8-tetrahydroisoquinolin-8-ol